3-fluoro-2-(trifluoromethyl)pyridin-4-amine FC=1C(=NC=CC1N)C(F)(F)F